(2R,3R,E)-3-hydroxy-1-(3-methyl-4-(2-(2-methylbiphenyl-3-yl)ethenyl)benzyl)piperidine-2-carboxamide O[C@H]1[C@@H](N(CCC1)CC1=CC(=C(C=C1)\C=C\C=1C(=C(C=CC1)C1=CC=CC=C1)C)C)C(=O)N